6-(trifluoromethyl)-2H-dispiro[benzofuran-3,1'-cyclohexane-4',2''-[1,3]dioxolane] FC(C1=CC2=C(C=C1)C1(CCC3(OCCO3)CC1)CO2)(F)F